ClC1=NC(=C2C(=N1)N(N=C2)[C@H]2[C@@H]([C@@H]([C@H](O2)CS(=O)(=O)CP(O)(O)=O)O)O)NCC2CCC2 (((((2S,3S,4R,5R)-5-(6-chloro-4-((cyclobutylmethyl)amino)-1H-pyrazolo[3,4-d]pyrimidin-1-yl)-3,4-dihydroxytetrahydrofuran-2-yl)methyl)sulfonyl)methyl)phosphonic acid